C1(CC1)C1=CC(=NN1)NC1=NC(=NC=C1)N(C1CCC(CC1)NS(=O)(=O)CC1=CC(=CC=C1)S(=O)(=O)C)C N-((1R,4R)-4-((4-((5-cyclopropyl-1H-pyrazol-3-yl)amino)pyrimidin-2-yl)(methyl)amino)cyclohexyl)-1-(3-(methylsulfonyl)phenyl)methanesulfonamide